N1(CCCC1)C=1C=C(C(=O)O)C=CC1 3-(Pyrrolidin-1-yl)benzoic acid